(R)-(4-(aminomethyl)phenyl)(3-((5-chloro-4-ethoxypyrimidin-2-yl)amino)pyrrolidin-1-yl)methanone HCl salt Cl.NCC1=CC=C(C=C1)C(=O)N1C[C@@H](CC1)NC1=NC=C(C(=N1)OCC)Cl